5-sec-butyl-3-acetyl-4-hydroxypyrrole C(C)(CC)C1=C(C(=CN1)C(C)=O)O